N-(1-cyanopyrrolidin-3-yl)-6-(4-phenoxypiperidin-1-yl)nicotinamide C(#N)N1CC(CC1)NC(C1=CN=C(C=C1)N1CCC(CC1)OC1=CC=CC=C1)=O